8-(3-(2-methyl-2-butoxycarbonyl)phenyl)-tetracyclo[4.4.0.12,5.17,10]-3-dodecene CC(C)(CC)OC(=O)C=1C=C(C=CC1)C1C2C3C4C=CC(C3C(C1)C2)C4